5-[4-(piperidin-4-yloxy)-2,3-dihydro-1H-isoindol-2-yl]-4-(trifluoromethyl)-2-[[2-(trimethylsilyl)ethoxy]methyl]-2,3-dihydropyridazin-3-one N1CCC(CC1)OC1=C2CN(CC2=CC=C1)C1=C(C(N(N=C1)COCC[Si](C)(C)C)=O)C(F)(F)F